(R)-N-(4-(Piperidin-3-yl)-phenyl)-6-(trifluoromethyl)-nicotinamid N1C[C@H](CCC1)C1=CC=C(C=C1)NC(C1=CN=C(C=C1)C(F)(F)F)=O